(R)-2-hydroxy-2-phenyl-N-(5-(1-(6-(2-(3-(trifluoromethoxy)phenyl)acetamido)pyridazin-3-yl)piperidin-4-yl)-1,3,4-thiadiazol-2-yl)acetamide O[C@@H](C(=O)NC=1SC(=NN1)C1CCN(CC1)C=1N=NC(=CC1)NC(CC1=CC(=CC=C1)OC(F)(F)F)=O)C1=CC=CC=C1